FC1=C(C2=C(C3=C(C(=C(N3F)C=C3C=CC(C=C4C=CC(=CC1=N2)N4)=N3)C3=CC=CC=C3)F)F)F.FC3=C(C4=C(C2=C(C(=C(N2F)C=C2C=CC(C=C1C=CC(=CC3=N4)N1)=N2)C2=CC=CC=C2)F)F)F.FC2=C(C1=C(C4=C(C(=C(N4F)C=C4C=CC(C=C3C=CC(=CC2=N1)N3)=N4)C4=CC=CC=C4)F)F)F.FC4=C(C3=C(C1=C(C(=C(N1F)C=C1C=CC(C=C2C=CC(=CC4=N3)N2)=N1)C1=CC=CC=C1)F)F)F.[N].[N] dinitrogen tetrapentafluorophenylporphyrin